FC=1C(=NC(=NC1)N1CCOCC1)NC=1C2=C(NN1)C(N(C2)C(=O)N2[C@H](CN([C@@H](C2)C)C)C)(C)C N-(5-fluoro-2-morpholin-4-ylpyrimidin-4-yl)-6,6-dimethyl-5-{[(2S,5R)-2,4,5-trimethylpiperazin-1-yl]carbonyl}-1,4,5,6-tetrahydropyrrolo[3,4-c]pyrazol-3-amine